COC=1C=C(CN(C=2SC=C(N2)CN2CCN(CC2)C)CC=2C=C3C=CC=NC3=CC2)C=CC1 N-(3-methoxybenzyl)-4-((4-methylpiperazin-1-yl)methyl)-N-(quinolin-6-ylmethyl)thiazol-2-amine